3-(triethoxysilyl)propyl-succinic acid C(C)O[Si](CCCC(C(=O)O)CC(=O)O)(OCC)OCC